[N+](=O)([O-])C=1C=C(C=CC1C(C)C)/C=C/C(=O)C1=CC=C(OC(C(=O)O)C)C=C1 2-[4-[(E)-3-(3-Nitro-4-propan-2-ylphenyl)prop-2-enoyl]phenoxy]propanoic acid